N-(3-(N-(tert-butyl)sulfamoyl)phenyl)-5-((1-hydroxy-2-methylpropan-2-yl)amino)-3-(2-azaspiro[3.5]nonan-2-yl)pyrazine-2-carboxamide C(C)(C)(C)NS(=O)(=O)C=1C=C(C=CC1)NC(=O)C1=NC=C(N=C1N1CC2(C1)CCCCC2)NC(CO)(C)C